Ethyl 5-(2-chloro-5-(trans)-(2,2-dichloro-3-(3,5-dichlorophenyl)cyclopropane-1-carboxamido)benzamido)-1H-indole-2-carboxylate ClC1=C(C(=O)NC=2C=C3C=C(NC3=CC2)C(=O)OCC)C=C(C=C1)NC(=O)[C@@H]1C([C@H]1C1=CC(=CC(=C1)Cl)Cl)(Cl)Cl